racemic-3-((3-butyl-3-methyl-7-(methylthio)-1,1-dioxido-5-phenyl-2,3,4,5-tetrahydro-1,5-benzothiazepin-8-yl)oxy)propanoic acid C(CCC)[C@]1(CS(C2=C(N(C1)C1=CC=CC=C1)C=C(C(=C2)OCCC(=O)O)SC)(=O)=O)C |r|